3-chloro-2-{2-fluoro-4-methyl-5-[(2,2,2-trifluoroethyl)sulfinyl]phenoxy}-5-(trifluoromethyl)pyridine tert-butyl-2,7-diazaspiro-[3.4]octane-2-carboxylate C(C)(C)(C)OC(=O)N1CC2(C1)CCNC2.ClC=2C(=NC=C(C2)C(F)(F)F)OC2=C(C=C(C(=C2)S(=O)CC(F)(F)F)C)F